CS(=O)(=O)NC(=O)C1CNCCC1 N-(methylsulfonyl)-piperidine-3-carboxamide